C(#C)C1(CCC(C=2N(C1)N=C1C2CN([C@@H](C1)C)C(=O)OC(C)(C)C)(F)F)O (3R)-tert-butyl 8-ethynyl-11,11-difluoro-8-hydroxy-3-methyl-3,4,8,9,10,11-hexahydro-1H-pyrido[4',3':3,4]pyrazolo[1,5-a]azepine-2(7H)-carboxylate